FC(C(=O)O)(F)F.N1CC(C1)CC1=NC(=NO1)C1=CC=C(C=C1)OCC1CCCCC1 5-(azetidin-3-ylmethyl)-3-(4-(cyclohexylmethoxy)phenyl)-1,2,4-oxadiazole trifluoroacetate